C(C)(C)C=1C=C(C=CC1)[C@H](C)NC(=O)C1=CC=C2C(=C(N(C2=C1)C)C)CC1=CC=C(OC(C(=O)O)C)C=C1 2-(4-((6-(((S)-1-(3-isopropylphenyl)ethyl)carbamoyl)-1,2-dimethyl-1H-indol-3-yl)methyl)phenoxy)propanoic acid